N1C=CC2=C(C=CC=C12)C=1C(=NC(=CC1)N)N (1H-indol-4-yl)pyridine-2,6-diamine